4-(tert-butyl)-N-((4-(4-bromobenzoylamino)phenyl)thiocarbamoyl)benzamide C(C)(C)(C)C1=CC=C(C(=O)NC(NC2=CC=C(C=C2)NC(C2=CC=C(C=C2)Br)=O)=S)C=C1